1-(4-cyanotetrahydropyran-3-yl)pyrazole-4-carboxamide C(#N)C1C(COCC1)N1N=CC(=C1)C(=O)N